5-[(2R)-2-(2,5-difluorophenyl)pyrrolidin-1-yl]-N-methyl-N-(8-oxooctyl)pyrazolo[1,5-a]pyrimidine-3-carboxamide FC1=C(C=C(C=C1)F)[C@@H]1N(CCC1)C1=NC=2N(C=C1)N=CC2C(=O)N(CCCCCCCC=O)C